C(CC)C1=C(C(=O)NC2=CC=C(C=C2)N2C3=C(NC(CC2=O)=O)C2=CC=CC=C2C=C3)C=CC=C1 5-[4-(2-propylbenzoylamino)phenyl]-1H-naphtho[1,2-B][1,4]diazepine-2,4(3H,5h)-dione